FC(C=1C(=C(C=CC1)[C@@H](C)NC=1C2=C(N=C(N1)C)C=NC(=C2)[C@H]2CN(CCC2)C)F)F N-((R)-1-(3-(difluoromethyl)-2-fluorophenyl)ethyl)-2-methyl-6-((R)-1-methylpiperidin-3-yl)pyrido[3,4-d]pyrimidin-4-amine